C1=C(C=CC2=CC=CC=C12)NC=O N-(2-naphthyl)formamide